7,9-difluoro-3-iodo-4,5-dihydro-1H-benzo[b]azepin-2(3H)-one FC1=CC2=C(NC(C(CC2)I)=O)C(=C1)F